NC1=C(C=C(C=N1)C=1C=C2N(N1)CCC21CN(CC1)C(=O)NCC)OC(C)C1=NC=C(C=C1F)Cl 2'-(6-amino-5-{[1-(5-chloro-3-fluoropyridin-2-yl)ethyl]oxy}pyridin-3-yl)-N-ethyl-5',6'-dihydrospiro[pyrrolidine-3,4'-pyrrolo[1,2-b]pyrazole]-1-carboxamide